BrC1=CC=C(C(=N1)C)NC(OC(C)(C)C)=O tert-butyl (6-bromo-2-methylpyridin-3-yl)carbamate